(3R)-cyclopentyl-3-[4-(7-{[2-(trimethylsilyl)ethoxy]methyl}-7H-pyrrolo[2,3-d]pyrimidin-4-yl)-1H-pyrazol-1-yl]propanenitrile C1(CCCC1)C(C#N)CN1N=CC(=C1)C=1C2=C(N=CN1)N(C=C2)COCC[Si](C)(C)C